6-(2-chlorophenyl)-2-{[4-(morpholin-4-ylmethyl)phenyl]amino}imidazo[1,2-a]pyrimido[5,4-e]pyrimidin-5(6H)-one ClC1=C(C=CC=C1)N1C=2N(C3=C(C1=O)C=NC(=N3)NC3=CC=C(C=C3)CN3CCOCC3)C=CN2